tetrapotassium pyrrolidone N1C(CCC1)=O.[K].[K].[K].[K]